(1R,2'S)-7-chloro-2'-methyl-1'-prop-2-ynyl-spiro[isochromane-1,4'-piperidine] ClC1=CC=C2CCO[C@]3(C[C@@H](N(CC3)CC#C)C)C2=C1